(4-benzyloxy-3-cyclobutyl-anilino)-2-methyl-propionitrile C(C1=CC=CC=C1)OC1=C(C=C(NC(C#N)(C)C)C=C1)C1CCC1